tert-butyl 9-(3-(4-(2,4-dioxotetrahydropyrimidin-1(2H)-yl) phenyl) prop-2-yn-1-yl)-3,9-diazaspiro[5.5]undecane-3-carboxylate O=C1N(CCC(N1)=O)C1=CC=C(C=C1)C#CCN1CCC2(CCN(CC2)C(=O)OC(C)(C)C)CC1